ClC1=C(C=C(C=C1)C1=NN(C(=N1)CC(=O)NCC=1C=C2C=NNC2=CC1)CC)F 2-[3-(4-chloro-3-fluorophenyl)-1-ethyl-1H-1,2,4-triazol-5-yl]-N-[(1H-indazol-5-yl)methyl]acetamide